OC1=C(C#N)C=C(C=C1C)C=1C=NN(C1)C1=CC=CC=C1 2-hydroxy-3-methyl-5-(1-phenyl-1H-pyrazol-4-yl)benzonitrile